(isoxazol-4-ylmethyl)(methyl)(((6-(5-(trifluoromethyl)-1,2,4-oxadiazol-3-yl)imidazo[1,2-a]pyridin-2-yl)methyl)imino)-λ6-sulfanone O1N=CC(=C1)CS(=O)(=NCC=1N=C2N(C=C(C=C2)C2=NOC(=N2)C(F)(F)F)C1)C